5'-bromodeoxyuridine BrC([C@@H]1[C@H](C[C@@H](O1)N1C(=O)NC(=O)C=C1)O)O